C(CC(O)(C(=O)[O-])CC(=O)[O-])(=O)[O-].[Sr+2].[Sr+2].[Sr+2].C(CC(O)(C(=O)[O-])CC(=O)[O-])(=O)[O-] tri-strontium citrate